5-(4,6-difluoro-1H-indole-2-carbonyl)-N-(2-hydroxyethyl)-N-methyl-4H,5H,6H,7H-pyrazolo[1,5-a]pyrazine-3-carboxamide FC1=C2C=C(NC2=CC(=C1)F)C(=O)N1CC=2N(CC1)N=CC2C(=O)N(C)CCO